OC(C#CC1=C2C=C(N=CC2=C(N=C1)NC)NC(=O)C1CC1)(C)C N-[5-(3-hydroxy-3-methyl-but-1-ynyl)-8-(methylamino)-2,7-naphthyridin-3-yl]cyclopropanecarboxamide